(R)-2-(1,2-dimethylpyrrolidin-2-yl)-N-((1,2,3,5,6,7-hexahydro-s-indacen-4-yl)carbamoyl)ethane-1-sulfonamide CN1[C@@](CCC1)(C)CCS(=O)(=O)NC(NC1=C2CCCC2=CC=2CCCC12)=O